N1-(1-(4-fluoro-3-(trifluoromethyl)phenyl)cyclopropyl)-2-methylpropan-1,2-diamine FC1=C(C=C(C=C1)C1(CC1)NCC(C)(N)C)C(F)(F)F